heptane-2,4-diol CC(CC(CCC)O)O